3-(3-(2-(methoxymethyl)-5-methylphenyl)-4-oxothiazolidin-2-ylidene)urea COCC1=C(C=C(C=C1)C)N1C(SCC1=O)=NC(N)=O